(3R)-1-({(1R,3S)-3-[8-Amino-1-(4-{[4-(trifluoromethyl)pyridin-2-yl]carbamoyl}phenyl)imidazo[1,5-a]pyrazin-3-yl]cyclopentyl}carbonyl)pyrrolidin NC=1C=2N(C=CN1)C(=NC2C2=CC=C(C=C2)C(NC2=NC=CC(=C2)C(F)(F)F)=O)[C@@H]2C[C@@H](CC2)C(=O)N2CCCC2